NC=1SC2=C(N1)C=CC(=C2)C=2C=NC(=C(C(=O)NC=1C=NN(C1)C(C)C1=CC=C(C=C1)F)C2)OC 5-(2-aminobenzo[d]thiazol-6-yl)-N-(1-(1-(4-fluorophenyl)ethyl)-1H-pyrazol-4-yl)-2-methoxynicotinamide